4-(3-((2-(4-fluorophenyl)cyclopropyl)amino)propyl)-N-hydroxybenzamide TFA Salt OC(=O)C(F)(F)F.FC1=CC=C(C=C1)C1C(C1)NCCCC1=CC=C(C(=O)NO)C=C1